(2R,3R,11bR)-3-(tert-butoxy)-9-(fluoromethoxy)-10-methoxy-1,3,4,6,7,11b-hexahydro-2H-pyrido[2,1-a]isoquinolin-2-ol C(C)(C)(C)O[C@H]1[C@@H](C[C@H]2N(CCC3=CC(=C(C=C23)OC)OCF)C1)O